FC1(CC(C1)[C@@H](O)C1=CC=2C(=NC(=CC2)C=2C=C3C(=NC2)N=NN3C)S1)F (R)-(3,3-difluorocyclobutyl)(6-(1-methyl-1H-[1,2,3]triazolo[4,5-b]pyridin-6-yl)thieno[2,3-b]pyridin-2-yl)methanol